C1(=NC=CC=2CCCCC12)N1C(C2=CC=CC=C2C1=O)=O (5,6,7,8-tetrahydroisoquinolin-1-yl)isoindoline-1,3-dione